C(OC[C@]1(O[C@H](C[C@@H]1O)N1C2=NC(=NC(=C2N=C1)N)F)C#C)(OC1=CC=C(C=C1)[N+](=O)[O-])=O [(2R,3S,5R)-5-(6-amino-2-fluoro-9H-purin-9-yl)-2-ethynyl-3-hydroxy-tetrahydrofuran-2-yl]methyl (4-nitrophenyl) carbonate